bromoelemicin BrCOC1=C(OC)C(OC)=CC(CC=C)=C1